CN(C1=C2C=CN=NC2=C(C=C1)C(=O)N)C1CCN(CC1)C 5-[methyl-(1-methylpiperidin-4-yl)amino]Cinnoline-8-carboxamide